CC=1C(=C2C=NN(C2=CC1)C1OCCCC1)N1CC=2N=C(N=C(C2CC1)N1C[C@@H](NCC1)CC#N)OC[C@H]1N(CCC1)C 2-((2S)-4-(7-(5-methyl-1-(tetrahydro-2H-pyran-2-yl)-1H-indazol-4-yl)-2-(((S)-1-methylpyrrolidin-2-yl)methoxy)-5,6,7,8-tetrahydropyrido[3,4-d]pyrimidin-4-yl)piperazin-2-yl)acetonitrile